tolylene diisocyanat CC=1C(=CC(=CC1)N=C=O)N=C=O